2-(2-methoxy-3-nitrophenyl)-2-methylpropanenitrile COC1=C(C=CC=C1[N+](=O)[O-])C(C#N)(C)C